COC(=O)C=1C=CC(=C(C1)NC1CN(C1)C(=O)OC(C)(C)C)[N+](=O)[O-] tert-butyl 3-((5-(methoxycarbonyl)-2-nitrophenyl)amino)azetidine-1-carboxylate